C1(=CCCCC1)C=1C(=NN2C1N=C(C(=C2OC)C2=CC=C(C=C2)OC)NC(=O)NC2=NC=CC=C2)C2=CC=CC=C2 1-{3-(Cyclohex-1-en-1-yl)-7-methoxy-6-(4-methoxyphenyl)-2-phenylpyrazolo[1,5-a]pyrimidin-5-yl}-3-(pyridin-2-yl)urea